2-(4-chloro-1-isopropyl-1H-pyrazol-5-yl)-4-(3-chloro-4-(1,2-dimethyl-1H-imidazol-5-yl)benzyl)-6,7-dihydropyrazolo[1,5-a]pyrimidin-5(4H)-one ClC=1C=NN(C1C1=NN2C(N(C(CC2)=O)CC2=CC(=C(C=C2)C2=CN=C(N2C)C)Cl)=C1)C(C)C